(S)-2-(3-(1-(2-(benzyloxy)ethyl)-5-(pentan-3-ylcarbamoyl)-1H-pyrazole-3-yl)phenyl)-N-(1-cyclopropylethyl)oxazole-5-carboxamide C(C1=CC=CC=C1)OCCN1N=C(C=C1C(NC(CC)CC)=O)C=1C=C(C=CC1)C=1OC(=CN1)C(=O)N[C@@H](C)C1CC1